2-((2-cyclopropyl-6-((2s,6r)-2,6-dimethylmorpholinyl)-1-oxo-1,2-dihydroisoquinolin-4-yl)(methyl)amino)-4-(4-fluorophenyl)thiazole-5-carbonitrile C1(CC1)N1C(C2=CC=C(C=C2C(=C1)N(C=1SC(=C(N1)C1=CC=C(C=C1)F)C#N)C)N1C[C@@H](O[C@@H](C1)C)C)=O